[N+](=O)([O-])C1=CC=C(C=C1)C1CC(NC=2N=CNC(C21)=O)=O 5-(4-nitrophenyl)-5,6-dihydropyrido[2,3-d]pyrimidine-4,7(3H,8H)-dione